(R)-2-hydroxy-N-(2-(2-methylpyridin-4-yl)-1H-pyrrolo[3,2-c]pyridin-6-yl)propanamide O[C@@H](C(=O)NC1=CC2=C(C=N1)C=C(N2)C2=CC(=NC=C2)C)C